N-(2-hydroxyethyl)-N'-methyl-piperazine OCCN1CCN(CC1)C